C12=CC=C3C(=CC=CC=C13)C2 1,4-Methanoazulene